FC=1C=C(C=CC1)N(C(=O)N1CCS(CC1)(=O)=O)CC1=NC=C(C(=O)OC)C=C1 methyl 6-((N-(3-fluorophenyl)-1,1-dioxidothiomorpholine-4-carboxamido)methyl)nicotinate